FC(C(=O)O)(F)F.CC=1SC=C(N1)C1[C@H]2CNC[C@@H]12 (1R,5S,6r)-6-(2-methyl-1,3-thiazol-4-yl)-3-azabicyclo[3.1.0]hexane trifluoroacetic acid salt